NCC=1C=C(C=CC1)C=1C=C(C2=C(C(=CO2)COC2=C(C=CC=C2)CC(=O)O)C1)CN1CCN(CC1)C(=O)OC(C)(C)C 2-(2-((5-(3-(aminomethyl)phenyl)-7-((4-(tert-butoxycarbonyl)piperazin-1-yl)methyl)benzofuran-3-yl)methoxy)phenyl)acetic acid